(2R,3S)-2,3-dimethylcyclopropanecarboxylic acid C[C@H]1C([C@H]1C)C(=O)O